C(C)(C)(C)OC(=O)N1C=CC2=C(C(=CC(=C12)C)OC)CN1[C@H](CC2(CC(C2)(F)F)CC1)C1=CC=C(C=C1)C(=O)OC (R)-4-((2,2-difluoro-6-(4-(methoxycarbonyl)phenyl)-7-azaspiro[3.5]non-7-yl)methyl)-5-methoxy-7-methyl-1H-indole-1-carboxylic acid tert-butyl ester